Diethyl 1-[2-(4-chloro-2-fluoro-5-methylphenyl)-2-oxoethyl]-4-cyclopropyl-1H-pyrazole-3,5-dicarboxylate ClC1=CC(=C(C=C1C)C(CN1N=C(C(=C1C(=O)OCC)C1CC1)C(=O)OCC)=O)F